(R)-6-(2-chlorophenyl)-N-(1-(3-(difluoromethyl)-2-fluorophenyl)ethyl)-2-methylpyrido[2,3-d]pyrimidin-4-amine ClC1=C(C=CC=C1)C1=CC2=C(N=C(N=C2N[C@H](C)C2=C(C(=CC=C2)C(F)F)F)C)N=C1